FC=1C=C2C(C[C@H]([C@@H](C2=CC1F)NC(NC=1C=C(C(=NC1C1=CC=CC=C1)C(=O)NCC(C)(C)O)C)=O)O)(C)C 5-(3-((1r,2r)-6,7-difluoro-2-hydroxy-4,4-dimethyl-1,2,3,4-tetrahydronaphthalen-1-yl)ureido)-N-(2-hydroxy-2-methylpropyl)-3-methyl-6-phenylpyridinecarboxamide